F[C@@H]1[C@@H](C1)C1=NC(=NO1)C1(CCN(CC1)C(=O)N)C 4-(5-((1S,2S)-2-fluorocyclopropyl)-1,2,4-oxadiazol-3-yl)-4-methylpiperidine-1-carboxamide